2-nitro-6-(1H-pyrazol-1-yl)phenol [N+](=O)([O-])C1=C(C(=CC=C1)N1N=CC=C1)O